2-benzyl-2-(((2R,3S,4R,5R)-5-(2-chloro-6-(((S)-2-hydroxypropyl)amino)-9H-purin-9-yl)-3-ethynyl-3,4-dihydroxytetrahydrofuran-2-yl)methoxy)malonic acid C(C1=CC=CC=C1)C(C(=O)O)(C(=O)O)OC[C@H]1O[C@H]([C@@H]([C@@]1(O)C#C)O)N1C2=NC(=NC(=C2N=C1)NC[C@H](C)O)Cl